N-(1-ethyloctyl)-bicyclo[2.2.1]Hept-5-ene-2,3-dicarboximide C(C)C(CCCCCCC)N1C(=O)C2C3C=CC(C2C1=O)C3